N-(4,6-dimethoxy-5-methyl-pyrimidin-2-yl)-6-methoxy-1H-indole-3-sulfonamide COC1=NC(=NC(=C1C)OC)NS(=O)(=O)C1=CNC2=CC(=CC=C12)OC